FC1=C(CC2=NC3=C(N2C[C@H]2OCC2)C=C(C=C3)C(=O)O)C=C(C(=C1)C1=NC(=CC=C1)OCC1=NC=C(C=C1F)C#CC1=CN=CS1)F (S)-2-(2,5-difluoro-4-(6-((3-fluoro-5-(thiazol-5-ylethynyl)pyridin-2-yl)methoxy)pyridin-2-yl)benzyl)-1-(oxetan-2-ylmethyl)-1H-benzo[d]imidazole-6-carboxylic acid